ClC=1N=C2N(C=CC=C2)C1C(=O)OCC ethyl 2-chloroimidazo[1,2-a]pyridine-3-carboxylate